N1(CC1)C=1C=C(C=CC1CCCCC)C1C(CCC(=C1)C)C(=C)C 3-(aziridin-1-yl)-5'-methyl-4-pentyl-2'-(prop-1-en-2-yl)-1',2',3',4'-tetrahydro-[1,1'-biphenyl]